(2S,4R)-N-[2-(4-bromo-N-methyl-anilino)ethyl]-1-[(2S)-2-(4-cyclopropyltriazol-1-yl)-3,3-dimethyl-butanoyl]-4-hydroxy-pyrrolidine-2-carboxamide BrC1=CC=C(N(C)CCNC(=O)[C@H]2N(C[C@@H](C2)O)C([C@H](C(C)(C)C)N2N=NC(=C2)C2CC2)=O)C=C1